tert-butyl 6-(4-chloro-7-(1,4-dimethyl-1H-pyrazol-5-yl)-3-methyl-5,6,7,8-tetrahydroquinolin-2-yl)-2,6-diazaspiro[3.4]octane-2-carboxylate ClC1=C(C(=NC=2CC(CCC12)C1=C(C=NN1C)C)N1CC2(CN(C2)C(=O)OC(C)(C)C)CC1)C